ClC1=NC(=CC(=C1)C=1C(=NN2C1N=C(C=C2)NCC(C)(C)O)C=2C=C(C#N)C=CC2)C 3-[3-(2-chloro-6-methyl-4-pyridinyl)-5-[(2-hydroxy-2-methyl-propyl)amino]pyrazolo[1,5-a]pyrimidin-2-yl]benzonitrile